(R)-5-acetamido-2-chloro-N-(1-(naphthalen-1-yl)ethyl)benzamide C(C)(=O)NC=1C=CC(=C(C(=O)N[C@H](C)C2=CC=CC3=CC=CC=C23)C1)Cl